2-(tert-Butyl)-1',6-dimethylspiro[indole-3,3'-indolin]-2'-one C(C)(C)(C)C1=NC2=CC(=CC=C2C12C(N(C1=CC=CC=C21)C)=O)C